5-benzyl-2,6-difluoro-pyridine-3-carboxylic acid C(C1=CC=CC=C1)C=1C=C(C(=NC1F)F)C(=O)O